(6-amino-2-((dimethylamino)methyl)pyridin-3-yl)cyclopentan-1-ol NC1=CC=C(C(=N1)CN(C)C)C1(CCCC1)O